2-bromo-6-(bromomethyl)-3-fluoropyridine BrC1=NC(=CC=C1F)CBr